C(C=1C(=CC(=C(C1)C(C)(C)C)O)C)C=1C(=CC(=C(C1)C(C)(C)C)O)C 4,4'-methylenebis(6-tert-butyl-m-cresol)